1-[1-(5-Methyl-2-pyridinyl)ethyl]proline CC=1C=CC(=NC1)C(C)N1[C@@H](CCC1)C(=O)O